(+/-)-trans-3-(methoxycarbonyl)bicyclo[2.2.2]oct-5-ene-2-carboxylic acid COC(=O)C1C(C2C=CC1CC2)C(=O)O